dimethyl-(6-((2-((5-methyl-4-morpholino-2,3-dihydrobenzo-furan-7-yl)amino)-7H-pyrrolo[2,3-d]pyrimidin-4-yl)amino)quinoxalin-5-yl)phosphine oxide CP(C1=C2N=CC=NC2=CC=C1NC=1C2=C(N=C(N1)NC1=CC(=C(C=3CCOC31)N3CCOCC3)C)NC=C2)(C)=O